ClC1=C(C=C2C=CN(C2=C1)C1CCCCC1)F 6-chloro-1-cyclohexyl-5-fluoro-1H-indole